1-(4-azidophenyl)-5-(p-methoxyphenyl)-3-(trifluoromethyl)-1H-pyrazole-4-carbonitrile N(=[N+]=[N-])C1=CC=C(C=C1)N1N=C(C(=C1C1=CC=C(C=C1)OC)C#N)C(F)(F)F